2-(1-(Cyclopropylmethyl)-7-(2-ethylpyridin-3-yl)-2-(1,2,5,6-tetrahydropyridin-3-yl)-1H-indol-5-yl)(4-(5-fluoro-3-methoxypyridin-2-yl)piperazin-1-yl)methanone C1(CC1)CN1C(=CC2=CC(=CC(=C12)C=1C(=NC=CC1)CC)C1N(CCN(C1)C1=NC=C(C=C1OC)F)C=O)C=1CNCCC1